[2-amino-4-(trifluoromethoxy)phenyl]-[4-[2-(oxetan-3-yloxy)-5-(2-trimethylsilylethoxymethyl)pyrrolo[2,3-b]pyrazin-7-yl]-1-piperidyl]methanone NC1=C(C=CC(=C1)OC(F)(F)F)C(=O)N1CCC(CC1)C1=CN(C2=NC=C(N=C21)OC2COC2)COCC[Si](C)(C)C